CC1=C(C=2C=C3N(CCN(C3)C(CCOCCC)=O)C2N=C1)C 1-(3-(3,4-dimethyl-8,9-dihydropyrido[3',2':4,5]pyrrolo[1,2-a]pyrazin-7(6H)-yl)-3-oxopropoxy)propan